Ethyl-isobutyrylacetat C(C)OC(CC(C(C)C)=O)=O